C(C=CC1=CC=CC=C1)C1=C(C(N(C1C1=CC=C(C=C1)[N+](=O)[O-])C1=CC=C(C=C1)I)=O)O 4-cinnamyl-3-hydroxy-5-(4-nitrophenyl)-1-(4-iodophenyl)-1H-pyrrol-2(5H)-one